8-amino-N-{bicyclo[1.1.1]pentan-1-yl}-6-(4-fluorophenyl)-5-(1-methyl-1H-1,3-benzodiazol-6-yl)imidazo[1,2-a]pyrazine-2-carboxamide NC=1C=2N(C(=C(N1)C1=CC=C(C=C1)F)C=1C=CC3=C(N(C=N3)C)C1)C=C(N2)C(=O)NC21CC(C2)C1